O1CCC(CC1)C=1C=CC(=NC1)C=O 5-tetrahydropyran-4-ylpyridine-2-carbaldehyde